2-bromo-6,7-dihydro-pyrrolo[3,4-b]pyridin-5-one BrC1=CC=C2C(=N1)CNC2=O